C(=O)(OC(C)(C)C)N1CCC(CC1)C=O 1-BOC-piperidine-4-carbaldehyde